3-((1S,3S)-1-(2,6-difluoro-4-(2-(3-(fluoromethyl)azetidin-1-yl)ethoxy)phenyl)-6-fluoro-3-methyl-1,3,4,9-tetrahydro-2H-pyrido[3,4-b]indol-2-yl)-2,2-difluoropropan-1-ol FC1=C(C(=CC(=C1)OCCN1CC(C1)CF)F)[C@@H]1N([C@H](CC2=C1NC1=CC=C(C=C21)F)C)CC(CO)(F)F